CC=1SC(=CN1)CN1C(NC2=C(C1=O)C=CS2)=O 3-((2-Methylthiazole-5-yl)methyl)thieno[2,3-d]pyrimidine-2,4(1H,3H)-dione